FC(=C1CC2(CCCN2C1)COC=1N=C(C2=C(N1)CNCC2)OC)F 2-((2-(difluoromethylene)tetrahydro-1H-pyrrolizin-7a(5H)-yl)methoxy)-4-methoxy-5,6,7,8-tetrahydropyrido[3,4-d]pyrimidine